C(C(=C)C)(=O)OCCC[Si](OC)(OC)OC 3-methacrylyloxy-1-propyltrimethoxysilane